CC1CNCCC1(O)C 3,4-dimethyl-piperidin-4-ol